ClC=1C=2C(=CNC2C2=C(C1)CN(S(N2)(=O)=O)CCN2CCOCC2)Cl 6,7-dichloro-3-(2-morpholinoethyl)-1,3,4,9-tetrahydro-[1,2,6]thiadiazino[4,3-g]indole 2,2-dioxide